isopropyl-N,N-dimethylaminobenzoate C(C)(C)C=1C(=C(C(=O)[O-])C=CC1)N(C)C